O=C1[C@H](CSC2=C(N1CC1=CC=C(C=C1)OC(F)(F)F)C=C(C=C2)C(NNC(C(C(F)(F)F)(OC)F)=O)=O)NC(OC(C)(C)C)=O tert-butyl N-[(3R)-4-oxo-7-[[(2,3,3,3-tetrafluoro-2-methoxy-propanoyl)amino]carbamoyl]-5-[[4-(trifluoromethoxy)phenyl]methyl]-2,3-dihydro-1,5-benzothiazepin-3-yl]carbamate